FC(C(=O)N1CC2(C(N(C=3C2=NC=CC3)C3=CC=C(C=C3)C(F)(F)F)=O)CC1)=C 1-(2-fluoroacryloyl)-1'-(4-(trifluoromethyl)phenyl)spiro[pyrrolidine-3,3'-pyrrolo[3,2-b]pyridin]-2'(1'h)-one